(18-phenoxyoctadecyl)trichlorosilane O(C1=CC=CC=C1)CCCCCCCCCCCCCCCCCC[Si](Cl)(Cl)Cl